1-(4-((4-(3-((2-(1-hydroxyethyl)-1H-imidazol-1-yl)methyl)isoxazol-5-yl)phenyl)ethynyl)benzyl)azepine OC(C)C=1N(C=CN1)CC1=NOC(=C1)C1=CC=C(C=C1)C#CC1=CC=C(CN2C=CC=CC=C2)C=C1